cyclohexylmethyl 4-methylbenzene-1-sulfonate CC1=CC=C(C=C1)S(=O)(=O)OCC1CCCCC1